CC=1C=C(C=CC1OC1=CC2=C(N(C=N2)C)C=C1)NC1=NC=NC=C1OC1CCN(CC1)C(C=C)=O 1-(4-((4-((3-methyl-4-((1-methyl-1H-benzimidazol-5-yl)oxy)phenyl)amino)pyrimidin-5-yl)oxy)piperidin-1-yl)prop-2-en-1-one